CC1=NC(=CC=C1CCC(=O)O)C 3-(2,6-dimethylpyridin-3-yl)propionic acid